4-(4-((6-Chlorohexyl)amino)phenyl)piperazine-1-carboxylic acid tert-butyl ester C(C)(C)(C)OC(=O)N1CCN(CC1)C1=CC=C(C=C1)NCCCCCCCl